FC1=C(C(=O)C(C(=O)O)C)C=CC=C1 (2-fluorobenzoyl)propanoic acid